N1(CCNCCC1)C1=CC=NC2=CC(=C(C=C12)OC)OC 4-(1,4-diazepan-1-yl)-6,7-dimethoxyquinoline